trans-cyclohexane-1,4-diamine [C@H]1(CC[C@H](CC1)N)N